tert-butyl N-cyclopropyl-N-[1-[7-[[8-[(ethylsulfonylamino)methyl]-6-methyl-imidazo[1,2-a]pyrazin-2-yl]carbamoyl]-2-methyl-indazol-4-yl]-4-piperidyl]carbamate C1(CC1)N(C(OC(C)(C)C)=O)C1CCN(CC1)C=1C2=CN(N=C2C(=CC1)C(NC=1N=C2N(C=C(N=C2CNS(=O)(=O)CC)C)C1)=O)C